N-{(6S,7aS)-2-[4-(2,6-difluorophenyl)-1,2-benzoxazol-3-yl]-3-oxohexahydro-1H-pyrrolo[1,2-c]imidazol-6-yl}methanesulfonamide FC1=C(C(=CC=C1)F)C1=CC=CC2=C1C(=NO2)N2C(N1[C@H](C2)C[C@@H](C1)NS(=O)(=O)C)=O